methyl (3-morpholinopropyl)fumarate O1CCN(CC1)CCC/C(/C(=O)OC)=C\C(=O)[O-]